5-(((3-((2-chloro-3-(3-chloro-2-(3-methoxy-4-((((5-oxopyrrolidin-2-yl)methyl)amino)methyl)phenyl)pyridin-4-yl)phenyl)amino)-2-fluoro-4-methoxybenzyl)amino)methyl)pyrrolidin-2-one ClC1=C(C=CC=C1C1=C(C(=NC=C1)C1=CC(=C(C=C1)CNCC1NC(CC1)=O)OC)Cl)NC=1C(=C(CNCC2CCC(N2)=O)C=CC1OC)F